2-(6-{7-azaspiro[3.5]nonan-2-yl}cinnolin-3-yl)phenol C1C(CC12CCNCC2)C=2C=C1C=C(N=NC1=CC2)C2=C(C=CC=C2)O